N-(3-((3-(9H-purin-6-yl)pyridin-2-yl)amino)-4-methylphenyl)-2-(3-(trifluoromethyl)-1H-1,2,4-triazol-1-yl)acetamide N1=CN=C2NC=NC2=C1C=1C(=NC=CC1)NC=1C=C(C=CC1C)NC(CN1N=C(N=C1)C(F)(F)F)=O